rac-(1S*,2S*)-2-(3-chlorophenyl)cyclopropane ClC=1C=C(C=CC1)C1CC1